IC1=CN(C2=NC=CC(=C21)OC)S(=O)(=O)C2=CC=C(C)C=C2 3-Iodo-4-methoxy-1-tosyl-1H-pyrrolo[2,3-b]pyridine